COC=1C(=CC2=C(C3CC(CC2CC(C3)=O)=O)C1)OC 2,3-dimethoxy-5,6,8,9-tetrahydro-7H-5,9-propanobenzo[7]annulene-7,11-dione